6-(4-Hydroxyphenyl)-1-(2-(tetrahydro-2H-pyran-4-yl)ethyl)-1H-imidazo[4,5-b]pyrazin OC1=CC=C(C=C1)C1=CN=C2C(=N1)N(C=N2)CCC2CCOCC2